3-(((E)-3-pentylundec-2-enoyl)oxy)-2-((((3-(piperidin-1-yl)propoxy)carbonyl)oxy)methyl)propyl (9Z,12Z)-octadeca-9,12-dienoate C(CCCCCCC\C=C/C\C=C/CCCCC)(=O)OCC(COC(\C=C(\CCCCCCCC)/CCCCC)=O)COC(=O)OCCCN1CCCCC1